4-(2-ethoxy-2-oxoacetyl)-1,3-dimethyl-1H-pyrrole-2-carboxylic acid ethyl ester C(C)OC(=O)C=1N(C=C(C1C)C(C(=O)OCC)=O)C